ClC=1C(NN=CC1N1C[C@@H](CC1)OC1=NC=CC(=C1)C1CCN(CC1)CC(C(F)(F)F)O)=O 4-chloro-5-((3R)-3-((4-(1-(3,3,3-trifluoro-2-hydroxypropyl)piperidin-4-yl)pyridin-2-yl)oxy)pyrrolidin-1-yl)pyridazin-3(2H)-one